N1C=CC2=CC=C(C=C12)C(=O)N 1h-indole-6-carboxamide